N-Ethyl-5-hydroxy-2-phenyl-6-(piperidine-1-carbonyl)benzofuran-3-carboxamide C(C)NC(=O)C1=C(OC2=C1C=C(C(=C2)C(=O)N2CCCCC2)O)C2=CC=CC=C2